C(C)(C)[Si](OCCCCCCCCCCCOC1=C(CO)C=CC(=C1)OCCCCCCCCCCCO[Si](C(C)C)(C(C)C)C(C)C)(C(C)C)C(C)C 2,4-Bis(11'-triisopropylsiloxyundecyloxy)benzyl alcohol